Propyl 2-[3-[(3-methoxycarbonyl-5-nitro-benzoyl)amino]propanoylamino]-4-methyl-thiazole-5-carboxylate COC(=O)C=1C=C(C(=O)NCCC(=O)NC=2SC(=C(N2)C)C(=O)OCCC)C=C(C1)[N+](=O)[O-]